C(#N)C(C)(C)C=1C=C(C(=O)N[C@@H](C)C=2N(N=CN2)C2=NC=C(C=C2)C#N)C=C(C1)C(F)(F)F 3-(1-Cyano-1-methyl-ethyl)-N-[(1S)-1-[2-(5-cyano-2-pyridinyl)-1,2,4-triazol-3-yl]ethyl]-5-(trifluoromethyl)benzamide